2-(3-(cyclopropylmethoxy)phenoxy)ethanamine C1(CC1)COC=1C=C(OCCN)C=CC1